ClC1=CC=CC(=N1)C1CCN(CC1)COC(=O)C=1C=CC2=C(N(C=N2)CC2OCC2)C1 ((4-(6-chloropyridin-2-yl)piperidin-1-yl)methyl)-1-(oxetan-2-ylmethyl)-1H-benzo[d]imidazole-6-carboxylate